[N+](=O)([O-])C1=C(C(=C(C=C1)OC)O)C(=O)[O-] Nitroguaiacolate